CC1=CC(=NN1CC(=O)N1CCC(CC1)C1=CC(=NC=C1)C(=O)NC1CCCC2=CC=CC=C12)C(F)(F)F 4-[1-[2-[5-methyl-3-(trifluoromethyl)pyrazol-1-yl]acetyl]-4-piperidinyl]-N-tetrahydronaphthalen-1-ylpyridine-2-carboxamide